C(C1=CC=CC=C1)N1N=CC(=C1)OC1=CC(=CC=C1)C(F)(F)F 1-benzyl-4-(3-(trifluoromethyl)phenoxy)-1H-pyrazole